(S)-N-(2'-chloro-3'-(5-(((1-hydroxypropan-2-yl)amino)methyl)-6-methoxypyridin-2-yl)-2-methyl-[1,1'-biphenyl]-3-yl)-1,3-dimethyl-2,4-dioxo-1,2,3,4-tetrahydropyrimidine-5-carboxamide ClC1=C(C=CC=C1C1=NC(=C(C=C1)CN[C@H](CO)C)OC)C1=C(C(=CC=C1)NC(=O)C=1C(N(C(N(C1)C)=O)C)=O)C